ClC1=C(C(=CC=2C3=C(C=NC12)CN([C@H]3C)C(COC)=O)B(O)O)Cl (S)-(6,7-dichloro-2-(2-methoxyacetyl)-1-methyl-2,3-dihydro-1H-pyrrolo[3,4-c]quinolin-8-yl)boronic acid